C(C1=CC=CC=C1)O[C@H](CCOS(=O)(=O)C1=CC=C(C=C1)C)C.C(C1=CC=CC=C1)O[C@H](CCOCCOC1OCCCC1)C 2-[2-[(3S)-3-benzyloxybutoxy]ethoxy]tetrahydropyran [(3S)-3-benzyloxybutyl]-4-methylbenzenesulfonate